C(C)(C)(C)OC(=O)N1C2CN(C2CC1)C1=C(C(=CC=C1OC)[N+](=O)[O-])C#N tert-butyl-6-(2-cyano-6-methoxy-3-nitrophenyl)-2,6-diazabicyclo[3.2.0]heptane-2-carboxylate